3-(4,4-bis(ethoxymethyl)cyclohexyl)-1-(tetrahydro-2H-pyran-2-yl)-1H-pyrazole-4-carbaldehyde C(C)OCC1(CCC(CC1)C1=NN(C=C1C=O)C1OCCCC1)COCC